3-[3-methyl-2-oxo-5-[4-(piperazin-1-ylmethyl)-1-piperidyl]benzimidazol-1-yl]piperidine CN1C(N(C2=C1C=C(C=C2)N2CCC(CC2)CN2CCNCC2)C2CNCCC2)=O